S1C=NC2=C1C=CC(=C2)NC2=CC=NC1=CC=C(C=C21)C2=C(C=C(C=C2)C(=O)N2CC1CNCC1C2)F (4-(4-(benzo[d]thiazol-5-ylamino)quinolin-6-yl)-3-fluorophenyl)(hexahydro-pyrrolo[3,4-c]pyrrol-2(1H)-yl)methanone